N[C@@H](CCC(=O)OC(CC\C=C/CCCCC)CCCCCCCCCCCCCC)C(=O)OC(CC\C=C/CCCCC)CCCCCCCCCCCCCC Di((Z)-tetracos-6-en-10-yl) Z-glutamate